Methyl 2-((2-(3-((tert-butoxycarbonyl)amino)prop-1-yn-1-yl)-4-fluorophenyl)-amino)-4-(trifluoromethyl)benzoate C(C)(C)(C)OC(=O)NCC#CC1=C(C=CC(=C1)F)NC1=C(C(=O)OC)C=CC(=C1)C(F)(F)F